2-fluoro-N-((4-methoxyphenyl)(methyl)(oxo)-λ6-sulfanylidene)-4-(5-(trifluoromethyl)-1,2,4-oxadiazol-3-yl)benzamide FC1=C(C(=O)N=S(=O)(C)C2=CC=C(C=C2)OC)C=CC(=C1)C1=NOC(=N1)C(F)(F)F